ClC1=NC=CC(=N1)N1C=C(C=C1C)C(=O)OC methyl 1-(2-chloropyrimidin-4-yl)-5-methyl-1H-pyrrole-3-carboxylate